3-cyclopropyl-N-(2-fluoro-2-methyl-propyl)-7-[[2-(2-trimethylsilylethoxymethyl)pyrazolo[3,4-c]pyridin-4-yl]amino]-7,8-dihydro-6H-cyclopenta[g]isoquinoline-5-sulfonamide C1(CC1)C=1N=CC=2C=C3C(=C(C2C1)S(=O)(=O)NCC(C)(C)F)CC(C3)NC=3C=1C(C=NC3)=NN(C1)COCC[Si](C)(C)C